1-[3-[(1S)-1-[tert-butyl(dimethyl)silyl]oxyethyl]-6-[5-[(6-methylpyridazin-3-yl)amino]benzimidazol-1-yl]-2-pyridyl]-5-methyl-pyrazole-3-carbonitrile [Si](C)(C)(C(C)(C)C)O[C@@H](C)C=1C(=NC(=CC1)N1C=NC2=C1C=CC(=C2)NC=2N=NC(=CC2)C)N2N=C(C=C2C)C#N